5-acetyl-6-(benzyloxy)-1-methyl-1,3-dihydro-2H-benzo[d]imidazol-2-one C(C)(=O)C1=CC2=C(N(C(N2)=O)C)C=C1OCC1=CC=CC=C1